ClC1=NC=C(C(=N1)Cl)CN1CCS(CC1)(=O)=O 4-((2,4-dichloropyrimidin-5-yl)methyl)thiomorpholine 1,1-dioxide